C1(=CC=CC=C1)C1OP(OCC1)=S 4-phenyl-1,3,2-dioxaphosphorinane 2-sulfide